BrC=1C=C2C=C(N(C2=CC1)C(=O)OC(C)(C)C)C1=C(C=CC(=C1)[S@@](=O)(=N)CC)N1CC(CC1)(F)F tert-butyl (R)-5-bromo-2-(2-(3,3-difluoropyrrolidin-1-yl)-5-(ethylsulfonimidoyl)phenyl)-1H-indole-1-carboxylate